1-(3-methoxy-4-{4-[3-methyl-4-({[(1R)-1-phenylethoxy]carbonyl}amino)-1,2-oxazol-5-yl]piperidin-1-yl}phenyl)cyclopropane-1-carboxylic acid COC=1C=C(C=CC1N1CCC(CC1)C1=C(C(=NO1)C)NC(=O)O[C@H](C)C1=CC=CC=C1)C1(CC1)C(=O)O